7-methoxy-1,5-naphthyridin-4(1H)-one COC1=CN=C2C(C=CNC2=C1)=O